[Li].[Ti].[Ba] barium titanium lithium